(2-(((2R,3S,4R,5R)-5-(6-chloro-4-(cyclopentylamino)-1H-pyrazolo[3,4-d]pyrimidin-1-yl)-3,4-dihydroxytetrahydrofuran-2-yl)methoxy)-1-hydroxypropan-2-yl)phosphonic acid ClC1=NC(=C2C(=N1)N(N=C2)[C@H]2[C@@H]([C@@H]([C@H](O2)COC(CO)(C)P(O)(O)=O)O)O)NC2CCCC2